CN[C@H]1COC2=C1C=CC(=C2)OC(F)(F)F (R)-N-methyl-6-(trifluoromethoxy)-2,3-dihydrobenzofuran-3-amine